O=C1N(C(C=C1)=O)CCC(NCCOCCOCCOCCOCCOCCOCCOCCOCCOCCOCCOCCOCCC(N[C@H](C(N[C@H](C(=O)N)CCCNC(=O)N)=O)C(C)C)=O)=O (2S,5S)-49-(2,5-dioxo-2,5-dihydro-1H-pyrrol-1-yl)-5-isopropyl-4,7,47-trioxo-2-(3-ureidopropyl)-10,13,16,19,22,25,28,31,34,37,40,43-dodecaoxa-3,6,46-triazanonatetracontanamide